tert-butyl (7-(3,3-difluoroprop-1-en-2-yl)-2-methylthiazolo[5,4-b]pyridin-6-yl)carbamate FC(C(=C)C1=C2C(=NC=C1NC(OC(C)(C)C)=O)SC(=N2)C)F